[4-(methylphenylthio)phenyl]-phenyl-methane CC1=C(C=CC=C1)SC1=CC=C(C=C1)CC1=CC=CC=C1